FC=1C=C(C=NC1)[C@H](CN[C@H]1CC[C@H](CC1)CC(C)(C)NS(=O)(=O)C)O N-(1-((cis)-4-(((R)-2-(5-Fluoropyridin-3-yl)-2-hydroxyethyl)amino)-cyclohexyl)-2-methylpropan-2-yl)methanesulfonamide